ethyl 4-chloro-1-methyl-6-nitro-2-oxo-1,2-dihydro-1,8-naphthyridine-3-carboxylate ClC1=C(C(N(C2=NC=C(C=C12)[N+](=O)[O-])C)=O)C(=O)OCC